(R)-N-(5-((2-((5-fluoro-4-methylpyridin-2-yl)methyl)morpholino)methyl)thiazol-2-yl)acetamide FC=1C(=CC(=NC1)C[C@H]1OCCN(C1)CC1=CN=C(S1)NC(C)=O)C